C(#N)N1C[C@@H](CC1)C(=O)NC=1SC(=CN1)C=CC1CC1 |r| (±)-1-cyano-N-(5-(2-cyclopropylvinyl)thiazol-2-yl)pyrrolidine-3-carboxamide